N-((S)-1-(2-((S)-2-Cyanopyrrolidin-1-yl)-2-oxoethyl)pyrrolidin-3-yl)-7-methoxybenzofuran-3-carboxamid C(#N)[C@H]1N(CCC1)C(CN1C[C@H](CC1)NC(=O)C1=COC2=C1C=CC=C2OC)=O